C(C)(C)N(P(N(C(C)C)C(C)C)OCC1=C(C=CC=C1)C(=O)OCCC)C(C)C N,N,N',N'-tetraisopropyl-1-(2-propyloxycarbonylbenzyloxy)phosphanediamine